FC(S(=O)(=O)OC1=CC=C2C(=N1)NC1=C2C=NC=C1)(F)F 9H-pyrrolo[2,3-b:4,5-c']dipyridin-2-yl trifluoromethanesulfonate